5-Acetoxy-6-(acetoxymethyl)-7-methoxy-3-(2-methoxyphenyl)-4H-chromen-4-one C(C)(=O)OC1=C2C(C(=COC2=CC(=C1COC(C)=O)OC)C1=C(C=CC=C1)OC)=O